C(C)C1=C(C(=O)OCCC2=CC(=CC(=C2)F)CBr)C=CC(=C1)[C@@H]1CNCC1 |o1:22| 2-(3-(bromomethyl)-5-fluorophenyl)ethan-1-ol ethyl-(R*)-4-(pyrrolidin-3-yl)benzoate